N-(3-(2-(1-fluoroethyl)-7-(methylsulfonyl)-2,3-dihydro-[1,4]dioxino[2,3-c]pyridin-5-yl)-1-methyl-1H-pyrrolo[2,3-c]pyridin-5-yl)acetamide FC(C)C1OC2=C(C(=NC(=C2)S(=O)(=O)C)C2=CN(C3=CN=C(C=C32)NC(C)=O)C)OC1